(6R)-7-[(3,4-difluorophenyl)methyl]-6-(methoxymethyl)-2-(5-methyl-2-methylsulfanyl-pyrimidin-4-yl)-5,6-dihydroimidazo[1,2-a]pyrazin-8-one FC=1C=C(C=CC1F)CN1C(C=2N(C[C@@H]1COC)C=C(N2)C2=NC(=NC=C2C)SC)=O